dimethyl 3-bromobenzene-1,2-dicarboxylate BrC1=C(C(=CC=C1)C(=O)OC)C(=O)OC